C1(=CC(=CC=C1)CC(C(=O)N)C1=CC=CC=C1)C 3-(m-tolyl)-2-phenylpropionamide